[Ni].[Ra].[Ni] nickel-radium-nickel